1-(tert-butyl) 2-methyl (2R,5S)-5-(2-((tert-butyldiphenylsilyl)oxy)ethyl)pyrrolidine-1,2-dicarboxylate [Si](C1=CC=CC=C1)(C1=CC=CC=C1)(C(C)(C)C)OCC[C@@H]1CC[C@@H](N1C(=O)OC(C)(C)C)C(=O)OC